4-(1-(2-Chloro-4-((((1s,3s)-3-methoxycyclobutyl)amino)methyl)phenyl)-1H-pyrazol-4-yl)-2-((1-(methylsulfonyl)piperidin-4-yl)amino)pyrimidine-5-carbonitrile ClC1=C(C=CC(=C1)CNC1CC(C1)OC)N1N=CC(=C1)C1=NC(=NC=C1C#N)NC1CCN(CC1)S(=O)(=O)C